tert-Butyl (R)-(1-cyclopropyl-3-hydroxy-3-methyl-2-oxobutyl)carbamate C1(CC1)[C@H](C(C(C)(C)O)=O)NC(OC(C)(C)C)=O